COC(C(C(=O)O)C)=O 3-METHOXY-2-METHYL-3-OXOPROPANOIC ACID